N1C(=NC=C1)CC1=NC=CC(=C1)Br 2-((1H-imidazol-2-yl)methyl)-4-bromopyridine